(R)-2-((((9H-fluoren-9-yl)methoxy)carbonyl)amino)-3-(4-chloro-1H-indol-3-yl)propanoic acid C1=CC=CC=2C3=CC=CC=C3C(C12)COC(=O)N[C@@H](C(=O)O)CC1=CNC2=CC=CC(=C12)Cl